N-[3-(dimethylamino)propyl]-N-{1-[N'-(heptadecan-9-yl)hydrazinecarbonyl]undecan-2-yl}decanamide CN(CCCN(C(CCCCCCCCC)=O)C(CC(=O)NNC(CCCCCCCC)CCCCCCCC)CCCCCCCCC)C